CC=1C(=NOC1C)N(S(=O)(=O)C=1C(=CC=CC1)C1=C(C=C(C=C1)CC1(C(N(C2=CC(=CC=C12)F)C)=O)C)COCC)COC N-(4,5-dimethylisoxazol-3-yl)-2'-(ethoxymethyl)-4'-((6-fluoro-1,3-dimethyl-2-oxoindolin-3-yl)methyl)-N-(methoxymethyl)-[1,1'-biphenyl]-2-sulfonamide